O1CCN(CC1)[C@@H]1CN(CCC1)C(=O)OC(C)(C)C Tert-butyl (3S)-3-morpholinopiperidine-1-carboxylate